CS(=O)(=O)O[C@H]1[C@@H]([C@@H]2CO[C@H](C1)O2)O (1S,2R,3R,5S)-2-hydroxy-6,8-dioxabicyclo[3.2.1]octan-3-yl methanesulfonate